methyl-(2-hydroxyphenyl)glycine CN(CC(=O)O)C1=C(C=CC=C1)O